N-(tert-butyl)-4-chloro-6-(4-fluorophenyl)-5-(2-methylpyridin-4-yl)pyrimidin-2-amine C(C)(C)(C)NC1=NC(=C(C(=N1)Cl)C1=CC(=NC=C1)C)C1=CC=C(C=C1)F